5-[(3R,5S)-1-[(tert-butoxy)carbonyl]-5-(dimethylcarbamothioyl)pyrrolidin-3-yl]oxypentanoic acid C(C)(C)(C)OC(=O)N1C[C@@H](C[C@H]1C(N(C)C)=S)OCCCCC(=O)O